5-chloro-2-(difluoromethyl)-N-((1r,4r)-4-((3-(3-fluoropyridin-4-yl)-3-hydroxy-4-methyl-2-oxoindolin-1-yl)methyl)cyclohexyl)nicotinamide ClC=1C=NC(=C(C(=O)NC2CCC(CC2)CN2C(C(C3=C(C=CC=C23)C)(O)C2=C(C=NC=C2)F)=O)C1)C(F)F